1,4-Bis(azidomethyl)benzene N(=[N+]=[N-])CC1=CC=C(C=C1)CN=[N+]=[N-]